((2R,4S,6R)-2-methyl-6-(1-methyl-1H-pyrazol-4-yl)tetrahydro-2H-pyran-4-yl)-4H-pyrazino[1,2-a]pyrimidin-4-one C[C@H]1O[C@H](C[C@H](C1)C=1N=C2N(C(C1)=O)C=CN=C2)C=2C=NN(C2)C